COC1=CC=2C=3N(C=NC2C=N1)CCCN3 10-methoxy-3,4-dihydro-2H-pyrido[4,3-e]pyrimido[1,2-c]pyrimidine